tert-Butyl (3S)-3-[(ethanesulfonyl) amino]pyrrolidine-1-carboxylate C(C)S(=O)(=O)N[C@@H]1CN(CC1)C(=O)OC(C)(C)C